3,5-dicyanophenol C(#N)C=1C=C(C=C(C1)C#N)O